C(CCCC(=O)ON1C(CCC1=O)=O)(=O)ON1C(CCC1=O)=O bissuccinimidyl glutarate